(Z)-2-cyano-3-hydroxy-3-(5-methylisoxazol-4-yl)-N-[4-(thiazol-2-ylaminosulfonyl)phenyl]prop-2-enamide C(#N)/C(/C(=O)NC1=CC=C(C=C1)S(=O)(=O)NC=1SC=CN1)=C(\C=1C=NOC1C)/O